5-methyl-2-phenyl-Piperidin-4-one CC1C(CC(NC1)C1=CC=CC=C1)=O